3-[4-[2-(6-fluoro-1H-indol-3-yl)ethylamino]-7,8-dihydro-6H-pyrimido[5,4-b][1,4]oxazin-2-yl]-1H-pyridin-2-one FC1=CC=C2C(=CNC2=C1)CCNC1=NC(=NC2=C1OCCN2)C=2C(NC=CC2)=O